4-(5-cyclopropyl-2-(2-methoxyphenyl)benzo[b]thiophen-3-yl)-5-methoxy-2,6-dimethylpyridazin-3(2H)-one C1(CC1)C1=CC2=C(SC(=C2C=2C(N(N=C(C2OC)C)C)=O)C2=C(C=CC=C2)OC)C=C1